ClC=1C=C(C(=NC1CO)N1C(N(C(=CC1=O)C(F)(F)F)C)=O)F 3-[5-chloro-3-fluoro-6-(hydroxymethyl)-2-pyridinyl]-1-methyl-6-(trifluoromethyl)pyrimidine-2,4-dione